N-ethyl-2-(5-(5-(3-fluorophenyl)-1,3,4-thiadiazol-2-yl)-2-oxopyridin-1(2H)-yl)acetamide C(C)NC(CN1C(C=CC(=C1)C=1SC(=NN1)C1=CC(=CC=C1)F)=O)=O